COC=1C=C(C=C(C1)OC)C1=CC=C(OCCCN2C=NC=C2)C=C1 (E)-1-(3-(4-(3,5-dimethoxyphenyl)phenoxy)propyl)-1H-imidazole